C(C)(C)(C)C1=CC2=C(OP(OC3=C(C2)C=C(C=C3C(C)(C)C)C(C)(C)C)(O)=O)C(=C1)C(C)(C)C 2,4,8,10-tetra(tert-butyl)-6-hydroxy-12H-dibenzo[d,g][1,3,2]dioxaphosphocin 6-oxide